pyrimido(5,4-b)(1,4)benzothiazin-2(3H)-one N1C(NC=C2SC3=C(N=C21)C=CC=C3)=O